CC1=CC=C(C=C1)S(=O)(=O)OC[C@H](C[C@@H]1N(CCC2=C1NC1=CC=C(C=C21)Cl)C2=NC=NC(=N2)C(F)(F)F)O (S)-3-((S)-6-chloro-2-(4-(trifluoromethyl)-1,3,5-triazin-2-yl)-2,3,4,9-tetrahydro-1H-pyrido[3,4-b]indol-1-yl)-2-hydroxypropyl 4-methylbenzenesulfonate